N=1C=NN2C1C=C(C=C2)OC2=C(C=C(C=C2)NC2=NC=NC=1C=C3C(=CC21)N2[C@@H](CO3)CN(CC2)C(C=C)=O)C |r| (±)-1-(11-((4-([1,2,4]Triazolo[1,5-a]pyridin-7-yloxy)-3-methylphenyl)amino)-1,2,4a,5-tetrahydropyrazino[1',2':4,5][1,4]oxazino[3,2-g]quinazolin-3(4H)-yl)prop-2-en-1-one